COC(C[C@H]1C=2N(C3=C(C(=N1)C1=CC=C(C=C1)N1CCCC4=CC(=CC=C14)C(=O)O)C(=C(S3)C)C)C(=NN2)C)=O 1-{4-[(6S)-6-(2-methoxy-2-oxoethyl)-2,3,9-trimethyl-6H-thieno[3,2-f][1,2,4]triazolo[4,3-a][1,4]diazepin-4-yl]phenyl}-1,2,3,4-tetrahydroquinoline-6-carboxylic acid